NC=1C(=NC=C(N1)N1CCC2(CC1)[C@@H](C1=CC=CC=C1C2)N)SC2=C(C(=NC=C2)N2C(CC2)=O)Cl (S)-1-(4-((3-amino-5-(1-amino-1,3-dihydrospiro[indene-2,4'-piperidin]-1'-yl)pyrazin-2-yl)thio)-3-chloropyridin-2-yl)azetidin-2-one